CC1(N(C(N(C1=O)C=1C=CC(=C(C#N)C1)C(C)C)=O)CC1=C2C(=NC=C1)NC(C2)=O)C 5-(4,4-dimethyl-2,5-dioxo-3-((2-oxo-2,3-dihydro-1H-pyrrolo[2,3-b]pyridin-4-yl)methyl)imidazolidin-1-yl)-2-isopropylbenzonitrile